5-(difluoromethoxy)-2-[(1Z)-3-ethoxy-1-[(6-fluoro-1H-indol-4-yl)amino]-3-oxoprop-1-en-2-yl]-4-methoxybenzoic acid ethyl ester C(C)OC(C1=C(C=C(C(=C1)OC(F)F)OC)/C(=C/NC1=C2C=CNC2=CC(=C1)F)/C(=O)OCC)=O